C[C@@H]1C(=C(CO[C@]1(C(F)(F)F)C)C(=O)OCC)OS(=O)(=O)C(F)(F)F Ethyl (5S,6R)-5,6-dimethyl-6-(trifluoromethyl)-4-(((trifluoromethyl)sulfonyl)oxy)-5,6-dihydro-2H-pyran-3-carboxylate